NC([C@H](C[C@H]1C(NCC1)=O)NC(C(=CC1CC1)NC(COC1=CC=C(C=C1)F)=O)=O)=O (S)-N-((S)-1-amino-1-oxo-3-((S)-2-oxopyrrolidin-3-yl)propan-2-yl)-3-cyclopropyl-2-(2-(4-fluorophenoxy)-acetamido)propenamide